3-(3,4-dichlorobenzyl)-1,2,4-oxadiazole ClC=1C=C(CC2=NOC=N2)C=CC1Cl